ClC=1C=NC(=NC1)OC1=NC=C(C=N1)Cl 5-chloropyrimidin-2-ylether